N1(N=CC=C1)CC1=C(C=C(C(=O)OC2=C(C(=C(C(=C2F)F)F)F)F)C=C1)OC perfluorophenyl 4-((1H-pyrazol-1-yl)methyl)-3-methoxybenzoate